C(C)(=O)OC1=C(C=C(C=C1)Cl)NC=1C=NC(=NC1)Cl 4-chloro-2-[(2-chloro-5-pyrimidinyl) amino]-phenyl acetate